ClC=1C=C(C=CC1)C(CO)(C)NC1=NC2=C(N1)C=CC=C2CNC(N(C)CC)=O (+)-3-((2-((2-(3-chlorophenyl)-1-hydroxy-propan-2-yl)amino)-1H-benzo[d]imidazol-4-yl)methyl)-1-ethyl-1-methylurea